BrC1CCC2=CC(=CC=C12)Cl 1-bromo-5-chloro-2,3-dihydro-1H-indene